3'-((1e,1'e)-[1,1'-biphenyl]-4,4'-diyl-bis(diazene-2,1-diyl))bis(4-aminonaphthalene-1-sulfonic acid) sodium salt [Na+].C1(=CC=C(C=C1)/N=N/C1=C(C2=CC=CC=C2C(=C1)N)S(=O)(=O)[O-])C1=CC=C(C=C1)/N=N/C1=C(C2=CC=CC=C2C(=C1)N)S(=O)(=O)[O-].[Na+]